P(=O)(OC[C@H]1O[C@H]([C@@H]([C@@H]1O)OC)N1C=2N=C(NC(C2N=C1)=O)N)(OCCCC)[O-].[K+] potassium ((2R,3R,4R,5R)-5-(2-amino-1,9-dihydro-6H-purin-6-one-9-yl)-4-methoxy-3-hydroxytetrahydrofuran-2-yl)-methyl butyl phosphate